5-(1-piperazinylsulfonyl)isoquinoline dihydrochloride Cl.Cl.N1(CCNCC1)S(=O)(=O)C1=C2C=CN=CC2=CC=C1